2-{3-[(3R)-3-(tert-butylamino)pyrrolidin-1-yl]-1,2,4-triazin-6-yl}-5-(2,8-dimethylimidazo[1,2-b]pyridazin-6-yl)pyridin-3-ol hydrochloride Cl.C(C)(C)(C)N[C@H]1CN(CC1)C=1N=NC(=CN1)C1=NC=C(C=C1O)C=1C=C(C=2N(N1)C=C(N2)C)C